5-[(2-Amino-4-diethylaminophenyl)sulfanyl]pyrimidine-2,4(1H,3H)-dione NC1=C(C=CC(=C1)N(CC)CC)SC=1C(NC(NC1)=O)=O